(5S,7S)-7-fluoro-2-(4-isopropylpyrazol-1-yl)-5-phenyl-6,7-dihydro-5H-pyrrolo[1,2-b][1,2,4]triazole F[C@H]1C[C@H](N2N=C(N=C21)N2N=CC(=C2)C(C)C)C2=CC=CC=C2